Ethyl (2R,3S,4S,5R)-3-(2-((benzhydryl)amino)-3,4-difluorophenyl)-4,5-dimethyl-5-(trifluoromethyl)tetrahydrofuran-2-carboxylate C(C1=CC=CC=C1)(C1=CC=CC=C1)NC1=C(C=CC(=C1F)F)[C@H]1[C@@H](O[C@]([C@H]1C)(C(F)(F)F)C)C(=O)OCC